C(C)(C)(C)OC(=O)N1C(CC1)(C#N)CC(=O)OCC1=CC=CC=C1.O=C1C2=C(N=NN1CC(=O)N[C@@H](CC)C1=CC=C(C=C1)C(F)(F)F)C=CC=C2 (S)-2-(4-oxo-benzo[d][1,2,3]triazin-3(4H)-yl)-N-(1-(4-(trifluoromethyl)phenyl)propyl)acetamide tert-butyl-2-(2-benzyloxy-2-oxo-ethyl)-2-cyano-azetidine-1-carboxylate